7-cyclopentyl-2-((5-(piperazin-1-yl)pyridin-2-yl)amino)-N-(o-tolyl)-7H-pyrrolo[2,3-d]pyrimidine-6-carboxamide C1(CCCC1)N1C(=CC2=C1N=C(N=C2)NC2=NC=C(C=C2)N2CCNCC2)C(=O)NC2=C(C=CC=C2)C